BrC=1C=C(C(=NC1)[N+](=O)[O-])O[C@@H](C)C=1C=NC=CC1 5-bromo-2-nitro-3-[(1S)-1-(pyridin-3-yl)ethoxy]pyridine